FC1=C2C(=NN(C2=CC=C1F)C1OCCCC1)C=C 4,5-difluoro-1-(tetrahydro-2H-pyran-2-yl)-3-vinyl-1H-indazole